5-bromo-2-(2-chloro-4-iodoanilino)-N-(cyclopropylmethoxy)-3,4-difluorobenzamide BrC=1C(=C(C(=C(C(=O)NOCC2CC2)C1)NC1=C(C=C(C=C1)I)Cl)F)F